N-(4-((7-oxa-2-azaspiro[3.5]non-2-yl)methyl)phenyl)-4-chlorobenzamide C1N(CC12CCOCC2)CC2=CC=C(C=C2)NC(C2=CC=C(C=C2)Cl)=O